O(P(O)(=O)OP(=O)(O)OP(=O)(O)O)C[C@]1(O[C@H]([C@@H]([C@@H]1O)O)C1=CC=C2C(=NC=NN21)N)N=[N+]=[N-] ((2R,3S,4R,5S)-5-(4-aminopyrrolo[2,1-f][1,2,4]triazin-7-yl)-2-azido-3,4-dihydroxytetrahydrofuran-2-yl)methyl tetrahydrogen triphosphate